CC1(COC1)N1CCN(CC1)C1=C(C=NC=C1)N 4-(4-(3-methyloxetan-3-yl)piperazin-1-yl)pyridin-3-amine